CC1(CCC1)NCC=1C=C(C=2N(C1)C=CN2)C(=O)OC methyl 6-(((1-methylcyclobutyl)amino)methyl)imidazo[1,2-a]pyridine-8-carboxylate